N=1C=NN2C1C=CC(=C2)C2=CNC=1N=C(N=C(C12)OC)NC1CC(C1)(C)C(=O)N1CCCC1 ((1r,3r)-3-((5-([1,2,4]triazolo[1,5-a]pyridin-6-yl)-4-methoxy-7H-pyrrolo[2,3-d]pyrimidin-2-yl)amino)-1-methylcyclobutyl)(pyrrolidin-1-yl)methanone